FC=1C=CC=2C3CC[C@@]4(/C(/C[C@H](C4C3CCC2C1)CCC(=O)NC=1N=NC(=CC1)OC)=N/O)C 3-((13S,15R,E)-3-fluoro-17-(hydroxyimino)-13-methyl-7,8,9,11,12,13,14,15,16,17-decahydro-6H-cyclopenta[a]phenanthren-15-yl)-N-(6-methoxypyridazin-3-yl)propanamide